C1(=C(C(=C2C(=C(C3=C(C(=C(C4=C(C(=C1C2=C34)[2H])[2H])[2H])[2H])[2H])[2H])[2H])[2H])[2H])C=3C(=C(C(=C(C3[2H])C3=C(C(=C4C(=C(C2=C(C(=C(C1=C(C(=C3C4=C21)[2H])[2H])[2H])[2H])[2H])[2H])[2H])[2H])[2H])[2H])C2=C(C(=C1C(C4=C(O1)C(=C1C(=C(C(=C(C1=C4[2H])[2H])[2H])[2H])[2H])[2H])=C2[2H])[2H])[2H])[2H] 2-(3,5-bis(pyrene-1-yl-d9)phenyl-2,4,6-d3)naphtho[2,3-b]benzofuran-1,3,4,6,7,8,9,10,11-d9